ClC1=CC=C(C(=N1)C(F)F)N[C@H](C)C=1C=C(C=C2C(C(=C(OC12)C1=CC2=CN(N=C2C=C1)C)C)=O)C 8-[(1R)-1-[[6-Chloro-2-(difluoromethyl)-3-pyridyl]amino]ethyl]-3,6-dimethyl-2-(2-methylindazol-5-yl)chromen-4-one